N-tert-butyl-4-[[2-(4-fluoro-2-hydroxy-phenyl)acetyl]amino]pyridine-2-carboxamide C(C)(C)(C)NC(=O)C1=NC=CC(=C1)NC(CC1=C(C=C(C=C1)F)O)=O